4-amino-N'-(cyclopropylmethyl)-7-fluoro-N',1-dimethyl-N-[[5-(trifluoromethyl)-2-pyridyl]methyl]pyrazolo[4,3-c]quinoline-8-carbohydrazide NC1=NC=2C=C(C(=CC2C2=C1C=NN2C)C(=O)N(N(C)CC2CC2)CC2=NC=C(C=C2)C(F)(F)F)F